[I].FC1=C(CN)C(=CC=C1)F 2,6-difluorobenzylamine iodine